3-(4-(((R)-7-fluoro-4-(4-methyl-6-((3-methyloxetan-3-yl)methoxy)pyridin-3-yl)-2,3-dihydro-1H-inden-1-yl)oxy)phenyl)hex-4-ynoic acid FC=1C=CC(=C2CC[C@H](C12)OC1=CC=C(C=C1)C(CC(=O)O)C#CC)C=1C=NC(=CC1C)OCC1(COC1)C